1-(2-(1,3-dioxolan-2-yl)ethyl)-4-isobutyl-2-methylcyclohexan-1-ol O1C(OCC1)CCC1(C(CC(CC1)CC(C)C)C)O